ClC1=CN=CC(=N1)O[C@@H]1C[C@H](N(CCC1)C(=O)OC(C)(C)C)C tert-butyl (2R,4S)-4-((6-chloropyrazin-2-yl)oxy)-2-methylazepane-1-carboxylate